(E)-4,4'-(ethane-1,2-diyl)bis(benzene-1,2-diol) C(CC=1C=C(C(=CC1)O)O)C=1C=C(C(=CC1)O)O